CC1=CC=C(C=C1)CC para-methyl-ethyl-benzene